NC1=NC=CC(=N1)C=1C2=C(C(=NC1)NCC=1C=C(C(=O)NCC(C)(C)O)C=CC1)CCO2 3-(((7-(2-Aminopyrimidin-4-yl)-2,3-dihydrofuro[3,2-c]pyridin-4-yl)amino)methyl)-N-(2-hydroxy-2-methylpropyl)benzamide